C(C)(C)(C)OC(=O)N1C2CN(CC1CC2)C2CCNCC2 3-(piperidin-4-yl)-3,8-diazabicyclo[3.2.1]octane-8-carboxylic acid tert.Butyl ester